FC1CC(N(C1)C(CN1N=CC(=C1)C)=O)C(=O)NC(C1=CC=C(C=C1)C(C)C)C1=CC=CC=C1 4-fluoro-1-[2-(4-methyl-1H-pyrazol-1-yl)acetyl]-N-{phenyl[4-(propan-2-yl)phenyl]methyl}pyrrolidine-2-carboxamide